FC=1C(=C2C(=NC1)NC(=N2)C2CCC(CC2)OC)C2CCN(CC2)C(=O)OC(C)(C)C tert-Butyl 4-[6-fluoro-2-(4-methoxycyclohexyl)-3H-imidazo[4,5-b]pyridin-7-yl]piperidine-1-carboxylate